Methyl 6-(2-chloro-6-fluorophenyl)-4-((4-(oxetan-3-yl)phenyl)amino)pyridazine-3-carboxylate ClC1=C(C(=CC=C1)F)C1=CC(=C(N=N1)C(=O)OC)NC1=CC=C(C=C1)C1COC1